C(C)(=O)NC=1C=C(C=CC1C(NC=1SC(=C(N1)C)[N+](=O)[O-])=O)NCCOCCOCCOCCOCCC(=O)O 1-((3-acetamido-4-((4-methyl-5-nitrothiazol-2-yl)carbamoyl)phenyl)amino)-3,6,9,12-tetraoxapentadecan-15-oic acid